2-(4-bromophenyl)-4-(9,9-dimethyl-9H-fluoren-2-yl)-6-phenyl-1,3,5-triazine BrC1=CC=C(C=C1)C1=NC(=NC(=N1)C1=CC=2C(C3=CC=CC=C3C2C=C1)(C)C)C1=CC=CC=C1